(2,4-dimethylphenyl)-2-(5-chloropyridin-2-yl)-5,6,7,8-tetrahydro-phthalazin-1(2H)-one CC1=C(C=CC(=C1)C)C1=NN(C(C=2CCCCC12)=O)C1=NC=C(C=C1)Cl